3-(2-phenyl-1,2,3,4-tetrahydroquinolin-6-yl)oxetan-3-ol C1(=CC=CC=C1)C1NC2=CC=C(C=C2CC1)C1(COC1)O